N-(2-methyl-4-(methylamino)-3-nitrophenyl)benzamide CC1=C(C=CC(=C1[N+](=O)[O-])NC)NC(C1=CC=CC=C1)=O